SCCC[Si](OCC)(OCC)OCC (3-mercaptopropyl)triethoxysilane